O1CCC(CC1)C1=CC=CC=2N1N=C(N2)N 5-(tetrahydro-2H-pyran-4-yl)-[1,2,4]triazolo[1,5-a]pyridin-2-amine